C[C@H](CCCC(C)C(=O)O)[C@H]1CC[C@@H]2[C@@]1(CC[C@H]3[C@H]2[C@@H](CC4=CC(=O)CC[C@]34C)O)C The molecule is a cholestanoid that is cholest-4-en-26-oic acid substituted by an alpha-hydroxy group at position 7 and an oxo group at position 3. It is an intermediate metabolite in the bile acid synthesis. It has a role as a human metabolite. It is a 3-oxo-Delta(4) steroid, a 7alpha-hydroxy steroid, a cholestanoid, a steroid acid and a monocarboxylic acid. It is a conjugate acid of a 7alpha-hydroxy-3-oxo-4-cholestenoate.